C(C)N(CCNC1=CC=NC2=CC(=CC=C12)C(F)(F)F)C N1-ethyl-N1-methyl-N2-(7-(trifluoromethyl)quinolin-4-yl)ethane-1,2-diamine